4-(5-((9-(3,3-Dimethylbutyl)-2,9-diazaspiro[5.5]undecan-2-yl)sulfonyl)pyridin-2-yl)morpholin-3-one CC(CCN1CCC2(CCCN(C2)S(=O)(=O)C=2C=CC(=NC2)N2C(COCC2)=O)CC1)(C)C